(S,Z)-(1-(6-(2-Fluoro-2-(6-(isothiazol-5-yl)pyrazin-2-yl)vinyl)-3-(2-fluorophenoxy)-2-(trifluoromethyl)phenyl)piperidin-3-yl)methanamine F\C(=C/C1=CC=C(C(=C1N1C[C@@H](CCC1)CN)C(F)(F)F)OC1=C(C=CC=C1)F)\C1=NC(=CN=C1)C1=CC=NS1